2-amino-4-(5-nitro-1H-indol-3-yl)pyrimidine NC1=NC=CC(=N1)C1=CNC2=CC=C(C=C12)[N+](=O)[O-]